ClC1=C(C=CC=C1Cl)C1=C(N=C(C(=N1)C(=O)OCC)N1CC2C(C2CC1)(C1=CSC=C1)CN1C(C2=CC=CC=C2C1=O)=O)C ethyl 6-(2,3-dichlorophenyl)-3-(7-((1,3-dioxoisoindolin-2-yl)methyl)-7-(thiophen-3-yl)-3-azabicyclo[4.1.0]heptan-3-yl)-5-methylpyrazine-2-carboxylate